2-[(2E)-2-(aminomethyl)-3-fluoroprop-2-en-1-yl]-4-(2-{5-[6-(dimethylamino)pyridin-3-yl]thiophen-2-yl}ethyl)-2,4-dihydro-3H-1,2,4-triazol-3-one NC/C(/CN1N=CN(C1=O)CCC=1SC(=CC1)C=1C=NC(=CC1)N(C)C)=C\F